(S)-2'-(1H-1,3-benzodiazol-2-yl)-6'-chloro-4-[(3-methyl-1-phenylbutyl)carbamoyl]-[1,1'-biphenyl]-2-carboxylic acid N1C(=NC2=C1C=CC=C2)C2=C(C(=CC=C2)Cl)C=2C(=CC(=CC2)C(N[C@@H](CC(C)C)C2=CC=CC=C2)=O)C(=O)O